[S-][S-].[Li+].[Li+] lithium disulphide